2,5-dioxopyrrolidin-1-yl 6-((2-((2,5-dioxopyrrolidin-1-yl)oxy)-2-oxoethyl)amino)-6-oxohexanoate O=C1N(C(CC1)=O)OC(CNC(CCCCC(=O)ON1C(CCC1=O)=O)=O)=O